diethyl ethoxymalonate C(C)OC(C(=O)OCC)C(=O)OCC